FC1=CC=C(C=C1)C=1N=CN(C1C=1C=CC=2N(N1)C(=CN2)C(=O)N)CCOC(C)C 6-(4-(4-fluorophenyl)-1-(2-isopropoxyethyl)-1H-imidazol-5-yl)imidazo[1,2-b]pyridazine-3-carboxamide